BENZENEETHANOL C1(=CC=CC=C1)CCO